C(C)C1=CC=CC2=C1CC(O2)=O 4-ethylbenzofuran-2(3H)-one